[C@H]12OC[C@H](N(C1)CC1(CC1)COC1=NC=3C(=C(C4=C(C3C=N1)COC4)C4=NC=C(C1=C4C(=C(S1)N)C#N)F)F)C2 4-(3-((1-(((1R,4R)-2-Oxa-5-azabicyclo[2.2.1]heptan-5-yl)methyl)cyclopropyl)methoxy)-5-fluoro-7,9-dihydrofuro[3,4-f]quinazolin-6-yl)-2-amino-7-fluorothieno[3,2-c]pyridine-3-carbonitrile